(3R,4S)-3-cyclopropyl-4-methyl-1-[2-(1-methylpyrazol-4-yl)pyrazolo[1,5-a]pyrimidin-7-yl]-2-oxopyrrolidine-3-carbonitrile C1(CC1)[C@]1(C(N(C[C@H]1C)C1=CC=NC=2N1N=C(C2)C=2C=NN(C2)C)=O)C#N